ClC=1C(=NC=CC1)O[C@@H]1CN(CC1)C1=C(C=C(C=C1)OC1=C(C=CC=C1)C)CCO (S)-2-(2-(3-(3-chloropyridin-2-yloxy)pyrrolidin-1-yl)-5-(o-tolyloxy)phenyl)ethanol